ClC=1C=CC(=C(C1)C1(CC(C1)NC(=O)C=1N=NN(C1)[C@H](C)C1=NC(=C(N=C1)N1C([C@@H]2C[C@@H]2C1)=O)C)C)C#N |o1:19| N-((cis)-3-(5-chloro-2-cyanophenyl)-3-methylcyclobutyl)-1-((R or S)-1-(6-methyl-5-((1R,5S)-2-oxo-3-azabicyclo[3.1.0]hexan-3-yl)pyrazin-2-yl)ethyl)-1H-1,2,3-triazole-4-carboxamide